OC=1C=CC(=NC1)NC(=O)N1CCN(CC1)C=1C=NN(C1)C1=CC=CC=C1 N-(5-hydroxypyridin-2-yl)-4-(1-phenyl-1H-pyrazol-4-yl)piperazine-1-carboxamide